3-(4-Cyclobutoxybenzyl)-1-(4-fluorophenylmethyl)-1-((1-methylpiperidin-3-yl)methyl)urea C1(CCC1)OC1=CC=C(CNC(N(CC2CN(CCC2)C)CC2=CC=C(C=C2)F)=O)C=C1